S(=O)(=O)(C1=CC=C(C)C=C1)N\N=C\C(=O)O (E)-2-(2-tosylhydrazineylidene)acetic acid